C(C)(C)(C)OC(=O)N1CCC2(C[C@H](C[C@H]2NS(=O)(=O)C(C)(C)C)O)CC1 (1R,3R)-1-((R)-1,1-dimethylethylsulfonamido)-3-hydroxy-8-azaspiro[4.5]decane-8-carboxylic acid tert-butyl ester